4-(3-amino-4-fluorophenyl)-2-methylisoquinolin-1-one NC=1C=C(C=CC1F)C1=CN(C(C2=CC=CC=C12)=O)C